ClCC=1C=NN(C1)C1=CC=C(C#N)C=C1 4-(4-(chloromethyl)-1H-pyrazol-1-yl)benzonitrile